(S)-6-(1-(1-acetylpiperidin-3-yl)-5-methyl-1H-pyrazol-4-yl)-4-((3,5-difluoropyridin-2-yl)thio)pyrazolo[1,5-a]pyridine-3-carbonitrile C(C)(=O)N1C[C@H](CCC1)N1N=CC(=C1C)C=1C=C(C=2N(C1)N=CC2C#N)SC2=NC=C(C=C2F)F